CC1=C(C(=C2C=CC=C12)N)N methyl-pentalenediamine